((1s,3s)-3-Hydroxy-3-methylcyclobutyl)(6-(pyrazolo[1,5-a]pyridin-6-ylmethyl)-2-azaspiro[3.3]heptan-2-yl)methanon OC1(CC(C1)C(=O)N1CC2(C1)CC(C2)CC=2C=CC=1N(C2)N=CC1)C